CC1(OB(OC1(C)C)C=1C=CC2=C(CCCC(N2)=O)C1)C 7-(4,4,5,5-tetramethyl-1,3,2-dioxaborolan-2-yl)-1,3,4,5-tetrahydro-1-benzazepin-2-one